C1(=CC=CC2=CC=CC=C12)N(C1=CC=C(C=C1)C1=CC=C(C=C1)N(C1=CC=CC=C1)C1=CC=CC2=CC=CC=C12)C1=CC=CC=C1 N4,N4'-Di(naphthalen-1-yl)-N4,N4'-diphenyl-[1,1'-biphenyl]-4,4'-diamine